(1-amino-4-((4-(5-(cyclopropyl-methyl)-1-methyl-1H-pyrazol-4-yl)pyrimidin-2-yl)amino)cyclohexyl)methanol NC1(CCC(CC1)NC1=NC=CC(=N1)C=1C=NN(C1CC1CC1)C)CO